The molecule is a triterpenoid of the class of onoceranoid-type terpenoids isolated from the twigs of Lansium domesticum. It has a role as a plant metabolite. It is a triterpenoid and a dicarboxylic acid. CC1=CC[C@H]([C@]([C@H]1CC[C@H]2C(=C)CC[C@H]([C@]2(C)CCC(=O)O)C(=C)C)(C)CCC(=O)O)C(=C)C